iridium(iii) hexafluorophosphate F[P-](F)(F)(F)(F)F.[Ir+3].F[P-](F)(F)(F)(F)F.F[P-](F)(F)(F)(F)F